tert-butyl ((6-cyclopropylimidazo[1,2-a]pyrimidin-2-yl)methyl)(methyl)carbamate C1(CC1)C=1C=NC=2N(C1)C=C(N2)CN(C(OC(C)(C)C)=O)C